3,6,9-Pentacosatriene CCC=CCC=CCC=CCCCCCCCCCCCCCCC